2-(2,5-dimethoxyphenyl)pyridin COC1=C(C=C(C=C1)OC)C1=NC=CC=C1